COC1=CC=C(C=C1)CN(C)C[C@@H]1CN(CCO1)CC#CC1=CC2=C(N(C(N2C)=O)C2C(NC(CC2)=O)=O)C=C1 3-[5-[3-[(2R)-2-[[(4-methoxyphenyl)methyl-methyl-amino]methyl]morpholin-4-yl]prop-1-ynyl]-3-methyl-2-oxo-benzimidazol-1-yl]piperidine-2,6-dione